dimethyl-(2-(1-(6,7-dimethoxyquinazolin-4-yl)piperidin-4-yl)ethyl)phosphonic Acid COP(OC)(=O)CCC1CCN(CC1)C1=NC=NC2=CC(=C(C=C12)OC)OC